COC1=C(CN2[C@@H](CC3(OCCC4=C3SC(=C4CO)C(F)(F)F)CC2)C#C[Si](C)(C)C)C=CC(=C1)OC ((2S)-1-(2,4-dimethoxybenzyl)-2'-(trifluoromethyl)-2-((trimethylsilyl)ethynyl)-4',5'-dihydrospiro[piperidine-4,7'-thieno[2,3-C]pyran]-3'-yl)methanol